O[C@H]1C[C@H](N(C1)C(=O)OC(C)(C)C)C(=O)OCCCCCCC(C(=O)OC(CCCCCCC)CCCCCCC)(C)C O1-tert-butyl O2-[8-(1-heptyloctoxy)-7,7-dimethyl-8-oxo-octyl] (2S,4S)-4-hydroxypyrrolidine-1,2-dicarboxylate